4-[1-[4-[di(4-methylphenyl)amino]phenyl]cyclohexyl]-N-(3-methylphenyl)-N-(4-methylphenyl)aniline CC1=CC=C(C=C1)N(C1=CC=C(C=C1)C1(CCCCC1)C1=CC=C(N(C2=CC=C(C=C2)C)C2=CC(=CC=C2)C)C=C1)C1=CC=C(C=C1)C